OC(CC=1C(=CC(N(C1)C(C(=O)OCC)CC(C)(C)C)=O)C(F)(F)F)CO Ethyl 2-(5-(2,3-dihydroxypropyl)-2-oxo-4-(trifluoromethyl) pyridin-1(2H)-yl)-4,4-dimethylpentanoate